4-((4-(5-(dimethylphosphoryl)-1-methyl-1H-pyrazol-3-yl)-3-methoxypyridin-2-yl)amino)-6-((4-methylpyridin-2-yl)amino)pyridazine-3-carboxamide CP(=O)(C)C1=CC(=NN1C)C1=C(C(=NC=C1)NC1=C(N=NC(=C1)NC1=NC=CC(=C1)C)C(=O)N)OC